2-(((4-methoxy-3,5-dimethylpyridin-2-yl)methyl)amino)-1-(3-methoxypropyl)-1H-benzo[d]imidazole-5-carboxylic acid methyl ester COC(=O)C1=CC2=C(N(C(=N2)NCC2=NC=C(C(=C2C)OC)C)CCCOC)C=C1